ICC1=C(C=CC=C1)C1=C(C=CC=C1)CI 2,2'-bis(iodomethyl)biphenyl